Br.Br.FC1=CC=C(C=C1)\N=C(/N)\SCC1=C(C=C(C=C1)F)CSC(N)=NC1=CC=C(C=C1)F (4-Fluoro-1,2-phenylene)bis(methylene) (E,E)-bis(N'-(4-fluorophenyl)carbamimidothioate) dihydrobromide